O1C[C@@H]2[C@@H]3[C@H]1OC[C@@H](C3)[C@@H]2O (3S,3AR,5R,7AS,8S)-HEXAHYDRO-4H-3,5-METHANOFURO[2,3-b]PYRAN-8-OL